CC(C1=CC=C(C=C1)C=C)C(C1CO1)OC(C1CO1)C(C1=CC=C(C=C1)C=C)C α-methyl-p-vinylbenzylglycidylether